5-{6-[2-(2-Cyano-5,6-difluoro-4-methyl-indol-1-yl)-ethylamino]-pyrimidin-4-yl}-3-ethoxy-thiophen C(#N)C=1N(C2=CC(=C(C(=C2C1)C)F)F)CCNC1=CC(=NC=N1)C1=CC(=CS1)OCC